[Br-].ClCCCC[N+](C)(C)C 4-chlorobutyltrimethylammonium bromide